FC=1C=CC(=NC1C)C1=NNC=C1C=1N=C2C=C(C=NC2=CC1)C=1C=NN(C1)[C@@H]1C[C@@H](CC1)N |r| rac-(1R,3S)-3-[4-[6-[3-(5-fluoro-6-methyl-2-pyridyl)-1H-pyrazol-4-yl]-1,5-naphthyridin-3-yl]pyrazol-1-yl]cyclopentanamine